methylmyristate COC(CCCCCCCCCCCCC)=O